O=C1NC(C2(CC2)C1)C(=O)OC Methyl 6-oxo-5-azaspiro[2.4]heptan-4-carboxylate